C(C1=CC=CC=C1)(=O)C1=CC=C(C[C@H](N)C(=O)O)C=C1 PARA-(BENZOYL)-PHENYLALANINE